5-((2-(4-((3-(cyanomethyl)benzyl)amino)butoxy)ethyl)amino)benzo[c][2,6]naphthyridine C(#N)CC=1C=C(CNCCCCOCCNC2=NC3=C(C4=CN=CC=C24)C=CC=C3)C=CC1